FC1=C2C(=NC(=C1)C1=C(C=C(C#N)C=C1C)O)N=C(O2)N[C@H]2CNC[C@H](C2)O 4-[7-fluoro-2-[[(3R,5S)-5-hydroxy-3-piperidyl]amino]oxazolo[4,5-b]pyridin-5-yl]-3-hydroxy-5-methyl-benzonitrile